Cl.ClC=1C=C(C=CC1)N1N=C(C2=C1C(N(CC2)C2=CC(=C1CCNCC1=C2)C)=O)C(=O)NCC2CC2 1-(3-chlorophenyl)-N-(cyclopropylmethyl)-6-(5-methyl-1,2,3,4-tetrahydroisoquinolin-7-yl)-7-oxo-4,5-dihydropyrazolo[3,4-c]pyridine-3-carboxamide hydrochloride